4-[[2-[4-[3-[1-(5-chloropyrimidin-2-yl)-4-piperidyl]propoxy]-2-fluoro-phenyl]acetyl]amino]-N-[2-hydroxy-1-(hydroxymethyl)ethyl]butanamide ClC=1C=NC(=NC1)N1CCC(CC1)CCCOC1=CC(=C(C=C1)CC(=O)NCCCC(=O)NC(CO)CO)F